C(C=C)C=1C=C(C=C(C1O)[N+](=O)[O-])C1=C(C=CC(=C1)CC=C)OC(CCCCCCCCCCC)=O 3',5-diallyl-4'-hydroxy-2-dodecanoyloxy-5'-nitro-1,1'-biphenyl